3-{2-[(3S)-3-[(2-formyl-3-hydroxyphenoxy)methyl]morpholine-4-carbonyl]phenyl}propionitrile C(=O)C1=C(OC[C@H]2N(CCOC2)C(=O)C2=C(C=CC=C2)CCC#N)C=CC=C1O